ClC=1C(=NC(=NC1)C)NC1=NNC2=CC(=CC=C12)[C@@H]1C[C@@]12C(NC1=CC=C(C=C21)OC)=O (1R,2S)-2-{3-[(5-chloro-2-methylpyrimidin-4-yl)amino]-1H-indazol-6-yl}-5'-methoxyspiro[cyclopropan-1,3'-indol]-2'(1'H)-one